CC=1N=C(SC1)C(=O)O 4-METHYLTHIAZOLE-2-CARBOXYLIC ACID